(Z)-2-(5-bromo-1H-indol-3-yl)-3-(4-ethoxypyridin-3-yl)acrylonitrile BrC=1C=C2C(=CNC2=CC1)/C(/C#N)=C/C=1C=NC=CC1OCC